(3R)-3-(7-{[(2R)-7-Amino-2-ethyl-2,3-dihydropyrido[2,3-f][1,4]oxazepin-4(5H)-yl]methyl}-1-benzothiophen-5-yl)-3-(1,4-dimethyl-1H-benzotriazol-5-yl)propanoic acid NC=1C=CC2=C(CN(C[C@H](O2)CC)CC2=CC(=CC=3C=CSC32)[C@@H](CC(=O)O)C3=C(C2=C(N(N=N2)C)C=C3)C)N1